O=CCC1(CCN(CC1)C(=O)OC(C)(C)C)C(=O)OCC 1-(tert-Butyl) 4-ethyl 4-(2-oxoethyl)piperidine-1,4-dicarboxylate